tert-butyl (3S)-13-((4-([1,2,4]triazolo[1,5-a]pyridin-7-yloxy)-3-methylphenyl)amino)-2,3,5,6-tetrahydro-4H-3,7-methano[1,4,7]oxadiazonino[2,3-f]quinazoline-4-carboxylate N=1C=NN2C1C=C(C=C2)OC2=C(C=C(C=C2)NC2=NC=NC1=CC=C3C(=C21)OC[C@H]2N(CCN3C2)C(=O)OC(C)(C)C)C